C(CCCCCCCCCCC)(=O)OCCC(C)C Dodecanoic acid, 3-methylbutyl ester